6-methyltetrahydro-2H-pyran-3,4-diol CC1CC(C(CO1)O)O